(R)-2-(3-amino-1H-pyrazol-1-yl)propan-1-ol NC1=NN(C=C1)[C@@H](CO)C